CNC(OCC(=O)N[C@@H]1CC[C@H](CC1)C(N(C[C@@H]1CC[C@H](CC1)C1=CC(=C(C=C1)OC)C)C1=CC(=CC=C1)C=1C=NN(C1)C1CC1)=O)=O 2-((trans-4-((3-(1-Cyclopropyl-1H-pyrazol-4-yl)phenyl)((trans-4-(4-methoxy-3-methylphenyl)cyclohexyl) methyl) carbamoyl)cyclohexyl) amino)-2-oxoethyl methylcarbamate